5-((2-(1,5-dimethyl-1H-pyrazol-4-yl)pyridin-3-yl)methoxy)-2-methoxyisonicotinaldehyde CN1N=CC(=C1C)C1=NC=CC=C1COC1=CN=C(C=C1C=O)OC